6,6'-dimethoxy-3,3'-bipyridine COC1=CC=C(C=N1)C=1C=NC(=CC1)OC